5-hydroxy-2-(4-vinylbenzyl)-2H-tetrazole OC=1N=NN(N1)CC1=CC=C(C=C1)C=C